NC1=NC=C(C2=C1C(=NN2C(C)C)C2=CC(=C(C=C2)NS(=O)(=O)C2=C(C=CC=C2)Cl)F)C2=CCC(CC2)NCCOC N-(4-(4-amino-1-isopropyl-7-(4-((2-methoxyethyl)amino)cyclohex-1-en-1-yl)-1H-pyrazolo[4,3-c]pyridin-3-yl)-2-fluorophenyl)-2-chlorobenzenesulfonamide